C(C)(N)=N Acetimidamide